C(C)N(C(=O)C1=CC=C(C=C1)CC(=O)O)CC 2-(4-(diethylcarbamoyl)phenyl)acetic acid